N(=O)N1CN(CN(C1)N=O)N=O 1,3,5-trinitroso-1,3,5-triazine